ClC1=CC=C(C=C1)C(C(=O)C=1C=CC(=NC1)NC(CC1=CC=C(C=C1)S(=O)(=O)CC)=O)(C)C N-[5-[2-(4-chlorophenyl)-2-methyl-propionyl]-2-pyridyl]-2-(4-ethylsulfonylphenyl)acetamide